C1(=CC=CC=C1)C=1C(=C(C(=C(C(=O)[O])C1C)C)C1=CC=CC=C1)C diphenyl-(2,4,6-trimethylbenzoyl)oxygen